C(C)(=O)C1=C(OCC(=O)O)C=CC(=C1)C (2-ACETYL-4-METHYLPHENOXY)ACETIC ACID